FC1=C(C=CC(=C1)C(NC)=O)B(O)O (2-fluoro-4-(methyl-carbamoyl)phenyl)boronic acid